5-((2-(2-cyclopropylmethoxyethyl)-1,2,3,4-tetrahydroisoquinolin-7-yl)(isopropyl)amino)-1-methylpyridin-2(1H)-one C1(CC1)COCCN1CC2=CC(=CC=C2CC1)N(C=1C=CC(N(C1)C)=O)C(C)C